4-((cis)-4-Benzyl-6,6-difluorohexahydropyrrolo[3,2-b]pyrrol-1(2H)-yl)-4,4-dideutero-2,2-dimethylbutanoic acid C(C1=CC=CC=C1)N1CC([C@@H]2N(CC[C@@H]21)C(CC(C(=O)O)(C)C)([2H])[2H])(F)F